1-(1-ethyl-1H-pyrazol-3-yl)-3-(8-fluorochroman-4-yl)urea C(C)N1N=C(C=C1)NC(=O)NC1CCOC2=C(C=CC=C12)F